2-(4-methoxy-thiophenyl-sulfuryl)pyridine-N-oxide COC=1C=C(SC1)S(=O)(=O)C1=[N+](C=CC=C1)[O-]